Benzyl (2-((tert-butyldimethylsilyl)oxy)ethyl)(methyl-d3)carbamate [Si](C)(C)(C(C)(C)C)OCCN(C(OCC1=CC=CC=C1)=O)C([2H])([2H])[2H]